(S)-2-amino-1-[2-[6-(2-ethyl-4-hydroxyphenyl)-1H-indazol-3-yl]-1,4,6,7-tetrahydro-5H-imidazo[4,5-c]pyridin-5-yl]-3-hydroxy-3-methylbutan-1-one N[C@H](C(=O)N1CC2=C(CC1)NC(=N2)C2=NNC1=CC(=CC=C21)C2=C(C=C(C=C2)O)CC)C(C)(C)O